BrC=1C=2C3=C(N(C(C2C=C(C1)C)=O)C1COCC1)N(N=C3)CC 9-Bromo-3-ethyl-7-methyl-4-(tetrahydrofuran-3-yl)-3,4-dihydro-5H-pyrazolo[3,4-c]isoquinolin-5-one